2-cycloheptyl-N-(3-sulfamoylphenyl)-6,7-dihydro-5H-cyclopenta[b]pyridine-3-carboxamide C1(CCCCCC1)C1=C(C=C2C(=N1)CCC2)C(=O)NC2=CC(=CC=C2)S(N)(=O)=O